heptadecan-9-yl (9-(heptadecan-9-yloxy)-2-((((4-nitrophenoxy)carbonyl)oxy)methyl)-9-oxononyl) glutarate C(CCCC(=O)OCC(CCCCCCC(=O)OC(CCCCCCCC)CCCCCCCC)COC(=O)OC1=CC=C(C=C1)[N+](=O)[O-])(=O)OC(CCCCCCCC)CCCCCCCC